CC1=NC(=C(C=C1C(=O)OC(C)(C)C)C(=O)OC(C)(C)C)C di-tert-butyl 2,6-dimethylpyridine-3,5-dicarboxylate